FC=1C=C(C#N)C=CC1N1CCN(CC1)CC1=CC=C(C=C1)CO 3-fluoro-4-[4-[[4-(hydroxymethyl)phenyl]methyl]piperazin-1-yl]benzonitrile